C(#N)C=1N(C2=CC=C(C(=C2C1)C)CN1CCC2(CN(C2)C2=NC=NC3=CC=C(C=C23)CC(F)(F)F)CC1)CC12CC(C1)(C2)NS(N)(=O)=O 4-[7-[[2-cyano-4-methyl-1-[[3-(sulfamoylamino)-1-bicyclo[1.1.1]pentanyl]methyl]indol-5-yl]methyl]-2,7-diazaspiro[3.5]nonan-2-yl]-6-(2,2,2-trifluoroethyl)quinazoline